tert-butyl 3-((6-(4-aminophenyl)-4-benzylpyridin-2-yl) amino)-5-methyl-1H-pyrazole-1-carboxylate NC1=CC=C(C=C1)C1=CC(=CC(=N1)NC1=NN(C(=C1)C)C(=O)OC(C)(C)C)CC1=CC=CC=C1